C(C)(C)(C)OC(N=S(=O)(C)C1=CC(=CC=C1)N)=O.COC1=C(C=CC=C1)P(C1=C(C=CC=C1)OC)C1=C(C=CC=C1)OC tris(o-methoxyphenyl)phosphine tert-butyl-((3-aminophenyl)(methyl)(oxo)-λ6-sulfaneylidene)carbamate